methyl 2-((3-((1-(4-chlorophenyl)-2-oxo-2-(6-(trifluoromethoxy)indolin-1-yl)ethyl)amino)-5-methoxyphenoxy)methyl)-cis-2-fluorocyclopropanecarboxylate ClC1=CC=C(C=C1)C(C(N1CCC2=CC=C(C=C12)OC(F)(F)F)=O)NC=1C=C(OC[C@]2([C@@H](C2)C(=O)OC)F)C=C(C1)OC